C1(CCCCC1)CN1CCC(CC1)C1=C(N=C(S1)C1=NNC(=C1CC(F)(F)F)C=1C=C(C=2N(C1)N=CN2)C)C 5-(1-(cyclohexylmethyl)piperidin-4-yl)-4-methyl-2-(5-(8-methyl-[1,2,4]triazolo[1,5-a]pyridin-6-yl)-4-(2,2,2-trifluoroethyl)-1H-pyrazol-3-yl)thiazole